C(C)(C)(C)OC(=O)N1CCN(CC1)C1=CC=C(C=C1)C1=NN(C2=C1N=C(N=C2)Cl)COCC[Si](C)(C)C 4-(4-(5-chloro-1-((2-(trimethylsilyl)ethoxy)methyl)-1H-pyrazolo[4,3-d]Pyrimidin-3-yl)phenyl)piperazine-1-carboxylic acid tert-butyl ester